S1C=NC2=C1C=CC(=C2)C2CO[C@@H](CN2)C (2R)-5-(benzo[d]thiazol-5-yl)-2-methylmorpholine